2-oxa-azaspiro[3.3]heptane N1OCC12CCC2